Cl.Cl.FC1=NC=CC(=C1)N1C[C@H](NCC1)C (R)-1-(2-fluoropyridin-4-yl)-3-methylpiperazine dihydrochloride